5-[2-([1,4]Dioxan-2-ylmethoxy)-4-oxo-6,7-dihydro-4H-pyrimido[6,1-a]isoquinolin-9-yl]-pyridine-2-carbonitrile O1C(COCC1)COC1=NC(N2C(C3=CC=C(C=C3CC2)C=2C=CC(=NC2)C#N)=C1)=O